C(C)N1CCC2CNCCC21 1-ethyloctahydro-5H-pyrrolo[3,2-c]pyridin